Cl.ClC1=C(C=CC=C1)N1CCN(CC1)C1=CC(=NC(=C1)C1=CC=C(C=C1)C)N 4-(4-(2-chlorophenyl)piperazin-1-yl)-6-(p-tolyl)pyridin-2-amine hydrochloride